C(C)C1(C2=CC=CC=C2C=2C=CC(=CC12)N1CNC2=C1C=CC=C2)CC.[Ir] iridium (3-(9,9-diethyl-fluoren-2-yl)-1H-benzo[d]imidazole)